(2R)-4-benzyl-2-[(1R)-1-[3,5-bis(trifluoromethyl)phenyl]ethoxy]morpholine C(C1=CC=CC=C1)N1C[C@H](OCC1)O[C@H](C)C1=CC(=CC(=C1)C(F)(F)F)C(F)(F)F